C(C1=CC=CC=C1)OC(CCC1=C(C=CC=C1)O)=O 2-hydroxy-benzenepropanoic acid benzyl ester